Cl.CN(C1=NC=CC(=C1)C(=N)Cl)C 2-(dimethylamino)pyridine-4-carboximidoyl chloride hydrochloride